ClC1=C(C=CC=C1Cl)N1CCN(CC1)CCC1CCC(CC1)NC(N(C)COCC)=O N'-[(1r,4r)-4-{2-[4-(2,3-dichlorophenyl)piperazin-1-yl]ethyl}cyclohexyl]-N-(ethoxymethyl)-N-methylurea